1-benzyl-6-methyl-4-oxo-1,4-dihydropyridazine-3-carboxylic acid methyl ester COC(=O)C1=NN(C(=CC1=O)C)CC1=CC=CC=C1